dicyanooxybisphenol a C(#N)OC=1C(=C(O)C=CC1C(C)(C)C1=CC=C(C=C1)O)OC#N